1H-thionin S1C=CC=CC=CC=C1